europium thiazole zinc [Zn].S1C=NC=C1.[Eu]